3-[[(3-endo)-8-[(5-methyl-2-thienyl)methyl]-8-azabicyclo[3.2.1]oct-3-yl]oxy]-benzamide CC1=CC=C(S1)CN1C2CC(CC1CC2)OC=2C=C(C(=O)N)C=CC2